(S)-4-(1-(3-(1-(4-methyl-4H-1,2,4-triazol-3-ylsulfanyl)ethyl)phenyl)-1H-1,2,3-triazol-4-yl)benzoic acid CN1C(=NN=C1)S[C@@H](C)C=1C=C(C=CC1)N1N=NC(=C1)C1=CC=C(C(=O)O)C=C1